C[C@@H]1CC2=C(N=C(N=C2)NCC2=NN(C=C2)C)CN1C(=O)N[C@H](CNC)C1=CC=CC=C1 (R)-6-methyl-2-(((1-methyl-1H-pyrazol-3-yl)methyl)amino)-N-((S)-2-(methylamino)-1-phenylethyl)-5,8-dihydropyrido[3,4-d]pyrimidine-7(6H)-carboxamide